C1=C(C=CC2=CC=CC=C12)C1=CC=C(C=C1)N(C1=CC=C(C=C1)C1=C(C=CC(=C1)C1=CC=CC=C1)C1=CC=CC=C1)C1=CC=C(C=C1)C1=CC2=CC=CC=C2C=C1 bis(4-naphthalen-2-yl-phenyl)-(2',5'-diphenyl-biphenyl-4-yl)-amine